O[C@@H]1C[C@H](N(C1)C(=O)[C@H]1NCCOC1)C(=O)NCC1=CC=C(C=C1)C1=C(N=CS1)C (2S,4R)-4-hydroxy-N-(4-(4-methylthiazol-5-yl)benzyl)-1-((S)-morpholine-3-carbonyl)pyrrolidine-2-carboxamide